ethyl monofluoroacetate monofluoroethyl-acetate FCCOC(C)=O.FCC(=O)OCC